N1(CCC1)CC1=C(CNC2=CC(=C(C=C2Cl)S(=O)(=O)N(COCC[Si](C)(C)C)C=2N=NC=CC2)F)C(=CC=C1)F 4-((2-(azetidin-1-ylmethyl)-6-fluorobenzyl)amino)-5-chloro-2-fluoro-N-(pyridazin-3-yl)-N-((2-(trimethylsilyl)ethoxy)methyl)benzenesulfonamide